S(=O)(=O)(C1=CC=C(C)C=C1)OC1CC(CC1)C(=O)OC(C)(C)C tert-Butyl 3-(tosyloxy)cyclopentanecarboxylate